Cl.FC=1C=2N(C=C(C1)C1=C(C(=NC(=N1)N1CCNCC1)OC)C(=O)N)C=C(N2)C (8-fluoro-2-methylimidazo[1,2-a]pyridin-6-yl)-4-methoxy-2-(piperazin-1-yl)pyrimidine-5-carboxamide HCl